ClC1=NC2=C3N=C(C=CC3=CC=C2C=C1)Cl 2,9-dichloro-phenanthroline